CC1=CC=C(C=N1)NC1=NC=CC2=CC(=CC=C12)OCC1COC1 N-(6-methylpyridin-3-yl)-6-(oxetan-3-ylmethoxy)isoquinolin-1-amine